N(C(=N)N)CC1CC(CC1)C(=O)O 3-(guanidinomethyl)cyclopentane-1-carboxylic acid